C1(=CC=CC=C1)NC(=O)NC(NC=1C=C(C=CC1)S(=O)(=O)OC1=CC=C(C=C1)C)=O 4-Tolyl 3-[(phenylcarbamoyl)ureido]phenylsulfonat